CC=1C(=C(C(=C(C1)P(O)(O)=O)C(C1=CC=CC=C1)=O)C)C.C(=O)(OCC1=CC=CC=C1)N1C(CCC1=O)=O N-(carbobenzoxy)succinimide trimethylbenzoyl-Phenylphosphonate